2-(1-(5-phenylpyridin-3-yl)cyclopropyl)-6-(2-(3'-(trifluoromethyl)-[1,1'-biphenyl]-3-yl)acetyl)-3,5,6,7,8,9-hexahydro-4H-pyrimido[5,4-c]azepin-4-one C1(=CC=CC=C1)C=1C=C(C=NC1)C1(CC1)C=1NC(C=2CN(CCCC2N1)C(CC=1C=C(C=CC1)C1=CC(=CC=C1)C(F)(F)F)=O)=O